C(C)(C)(C)N1N=C(C=C1N)[C@@H]1C[C@@H](CC1)O[Si](C1=CC=CC=C1)(C1=CC=CC=C1)C(C)(C)C 1-(tert-butyl)-3-((1S,3R)-3-((tert-butyldiphenylsilyl)oxy)cyclopentyl)-1H-pyrazol-5-amine